(1s,2r)-1-(4-(2-hydroxyethoxy)phenyl)-1,2-bis(4-hydroxyphenyl)-2-(4-(2-(methylamino)ethoxy)-phenyl)ethane-1,2-diol OCCOC1=CC=C(C=C1)[C@@]([C@](O)(C1=CC=C(C=C1)OCCNC)C1=CC=C(C=C1)O)(O)C1=CC=C(C=C1)O